2-[2-[2-[2-[2-[2-(2,6-dioxo-3-piperidyl)-1,3-dioxo-isoindolin-5-yl]oxyethoxy]ethoxy]ethoxy]ethoxy]ethyl 4-methylbenzenesulfonate CC1=CC=C(C=C1)S(=O)(=O)OCCOCCOCCOCCOCCOC=1C=C2C(N(C(C2=CC1)=O)C1C(NC(CC1)=O)=O)=O